tert-butyl 7-(5-((1S,5R)-3-(8-cyanoquinolin-5-yl)-5-(trifluoromethyl)-3-azabicyclo[3.1.0]hexan-1-yl)-1,3,4-oxadiazol-2-yl)-2-azaspiro[3.5]nonane-2-carboxylate C(#N)C=1C=CC(=C2C=CC=NC12)N1C[C@@]2(C[C@@]2(C1)C(F)(F)F)C1=NN=C(O1)C1CCC2(CN(C2)C(=O)OC(C)(C)C)CC1